CN(C1CN(CC1)C1=C(C(=O)NC2=CC=C(C=C2)OC(F)(F)Cl)C=C(C=N1)C1=CC=NS1)C 3-dimethylaminopyrrolidin-1-yl-5-(isothiazol-5-yl)-N-(4-(chlorodifluoromethoxy)phenyl)nicotinamide